[Ru-2](Cl)(Cl)(Cl)(Cl)(Cl)Cl ruthenium (IV) hexachloride